S(N)(=O)(=O)C=1C=C(C=CC1)NC(=O)C1=CC2=C(CCO2)C=C1 N-(3-sulfamoylphenyl)-2,3-dihydrobenzofuran-6-carboxamide